CN(C(/C=C/CC[C@@H](C(NC1=NC=CN(C1=O)CC=1NC2=CC=C(C=C2C1)F)=O)OC(N(C)C)=O)=O)C [(E,1S)-6-(Dimethylamino)-1-[[4-[(5-fluoro-1H-indol-2-yl)methyl]-3-oxo-pyrazin-2-yl]carbamoyl]-6-oxo-hex-4-enyl]N,N-dimethylcarbamat